5-allyl-isobenzofuran-1,3-dione C(C=C)C=1C=C2C(OC(C2=CC1)=O)=O